C(#N)N1C[C@@H](CC1)NC(=O)C1=NC=C(C=C1)C1=CC=CC=C1 (R)-N-(1-cyanopyrrolidin-3-yl)-5-phenylpyridine-amide